hydroxybutyl-vinyl-monopropylene glycol OCCCCC(C(CO)O)C=C